CCCC[C@@H](C(=O)N[C@@H](C)C(=O)N[C@@H](CCCNC(=N)N)C(=O)N[C@@H](C)C(=O)N[C@@H](CCC(=O)O)C(=O)N[C@@H](CCC(=O)N)C(=O)N[C@@H](CC(C)C)C(=O)N[C@@H](C)C(=O)N[C@@H](CCC(=O)N)C(=O)N[C@H]1CCC(=O)NCCCC[C@H](NC(=O)[C@@H](NC(=O)[C@@H](NC1=O)C)CC2=CNC=N2)C(=O)N[C@@H](CC(=O)N)C(=O)N[C@@H](CCCNC(=N)N)C(=O)N[C@@H](CCCCN)C(=O)N[C@@H](CC(C)C)C(=O)N[C@@H](CCCC)C(=O)N[C@@H](CCC(=O)O)C(=O)N[C@@H]([C@@H](C)CC)C(=O)N[C@@H]([C@@H](C)CC)C(=O)N)NC(=O)[C@H](CCC(=O)O)NC(=O)[C@H](CC(C)C)NC(=O)[C@H](C(C)C)NC(=O)[C@H](CCC(=O)O)NC(=O)[C@H](CCCNC(=N)N)NC(=O)[C@H](CC(C)C)NC(=O)[C@H](CC(C)C)NC(=O)[C@H](CC3=CNC=N3)NC(=O)[C@@H](CC4=CC=CC=C4)N The molecule is a 30-membered homodetic cyclic peptide comprising the sequence D-Phe-His-Leu-Leu-Arg-Glu-Val-Leu-Glu-Nle-Ala-Arg-Ala-Glu-Gln-Leu-Ala-Gln-Glu-Ala-His-Lys-Asn-Arg-Lys-Leu-Nle-Glu-Ile-Ile-NH2 cyclised by an amide bridge, formed by condensation of the side-chain carboxy group of the Glu residue at position 19 and the side-chain amino group of the Lys residue at position 22. It has a role as a corticotropin-releasing factor receptor antagonist and a neuroprotective agent. It is a homodetic cyclic peptide and a polypeptide.